BrC1=NC=CC(=C1)NCC=1N=C2N(C=C(C=C2N2CC3(C2)CN(C3)C)C3CC3)C1 2-bromo-N-((6-cyclopropyl-8-(6-methyl-2,6-diazaspiro[3.3]heptan-2-yl)imidazo[1,2-a]pyridin-2-yl)methyl)pyridin-4-amine